N-Ethyl-N-methyl-N'-{2-methyl-5-(trifluoromethyl)-4-[3-(trimethylsilyl)propoxy]phenyl}imidoformamid C(C)N(C=NC1=C(C=C(C(=C1)C(F)(F)F)OCCC[Si](C)(C)C)C)C